N2-((benzyloxy)carbonyl)-N5-((3aR,6S,6aS)-6-carbamoyl-2,2-dimethyltetrahydrofurano[3,4-d][1,3]dioxol-4-yl)-L-glutamine C(C1=CC=CC=C1)OC(=O)N[C@@H](CCC(NC1O[C@@H]([C@H]2OC(O[C@H]21)(C)C)C(N)=O)=O)C(=O)O